4-(1-acryloyloctahydro-6H-pyrrolo[2,3-c]pyridin-6-yl)-5-fluoro-2,3-dimethyl-1H-indole-7-carboxamide C(C=C)(=O)N1CCC2C1CN(CC2)C2=C1C(=C(NC1=C(C=C2F)C(=O)N)C)C